N-(6-(3,5-dimethylisoxazol-4-yl)-7-methylbenzo[d]thiazol-2-yl)pyrrolidine-3-carboxamide CC1=NOC(=C1C1=C(C2=C(N=C(S2)NC(=O)C2CNCC2)C=C1)C)C